6H-thieno[2,3-b]pyrrole-5-carboxylate S1C=CC2=C1NC(=C2)C(=O)[O-]